[Bi](I)(I)I.[Rb] Rubidium bismuth iodide